tetraallyl 1,2,3,4-cyclopentanetetracarboxylate bis(prop-2-enyl)7-oxabicyclo[4.1.0]heptane-3,4-dicarboxylate C(C=C)OC(=O)C1CC2OC2CC1C(=O)OCC=C.C1(C(C(C(C1)C(=O)OCC=C)C(=O)OCC=C)C(=O)OCC=C)C(=O)OCC=C